NC1=CC=C2C(NS(=O)(=O)C2=C1)=O 6-Aminosaccharin